C1(=CC=CC=C1)C1=C(NC=2C1=NC=CC2)C2=C(C=NC=C2)OCCNC(OC(C)(C)C)=O tert-butyl (2-{[4-(3-phenyl-1H-pyrrolo[3,2-b]pyridin-2-yl)pyridin-3-yl]oxy}ethyl)carbamate